tert-butyl 4-(hydroxy methyl)-[1,4'-bipiperidyl]-1'-carboxylate OCC1CCN(CC1)C1CCN(CC1)C(=O)OC(C)(C)C